BrC1=CC=C(C=C1)C(CF)(C)C1=CC=C(C=C1)Br 2,2-bis(4-bromophenyl)fluoropropane